ClC1=NN2C(N=CC=C2C(C)OC)=C1 2-chloro-7-(1-methoxyethyl)pyrazolo[1,5-a]pyrimidine